5-bromo-2-(3,3-difluoroazetidin-1-yl)-1,3-thiazole BrC1=CN=C(S1)N1CC(C1)(F)F